N-(3-chloro-phenyl)-2-(1-methyl-1H-tetrazol-5-ylsulfanyl)-5-nitro-benzamide ClC=1C=C(C=CC1)NC(C1=C(C=CC(=C1)[N+](=O)[O-])SC1=NN=NN1C)=O